propylene glycol monocaprate OC(=O)CCCCCCCCC.C(C(C)O)O